(S)-(4-(3-cyclohexyl-4-(pyrrolidin-3-yloxy)benzoyl)piperazin-1-yl)(3-methyl-5-(piperazin-1-yl)phenyl)methanone Hydrochloride Cl.C1(CCCCC1)C=1C=C(C(=O)N2CCN(CC2)C(=O)C2=CC(=CC(=C2)N2CCNCC2)C)C=CC1O[C@@H]1CNCC1